(1S,3S,4S,5R,6S)-6-(cyclopropylmethyl)-5-[(phenoxythiocarbonyl)oxy]-2-azabicyclo[2.2.2]octane-2,3-dicarboxylic acid 3-benzyl ester 2-tert-butyl ester C(C)(C)(C)OC(=O)N1[C@@H]2[C@@H]([C@H]([C@H]([C@H]1C(=O)OCC1=CC=CC=C1)CC2)OC(=S)OC2=CC=CC=C2)CC2CC2